N1(CCNCC1)CCNC1=NC(=NC2=CC=CC=C12)NCCC1=CC(=CC=C1)C(F)(F)F N4-(2-(piperazin-1-yl)ethyl)-N2-(3-(trifluoromethyl)phenethyl)quinazoline-2,4-diamine